(P)-1-(5-cyano-2-methoxy-4-(2-(trifluoromethyl)cyclopropyl)phenyl)-N-(isoxazol-3-yl)-N-(4-methoxybenzyl)-2-oxo-1,2-dihydroquinoline-6-sulfonamide C(#N)C=1C(=CC(=C(C1)N1C(C=CC2=CC(=CC=C12)S(=O)(=O)N(CC1=CC=C(C=C1)OC)C1=NOC=C1)=O)OC)C1C(C1)C(F)(F)F